2-methyl-3-(triethoxysilyl)-1-propylamine CC(CN)C[Si](OCC)(OCC)OCC